tert-butyl N-[(3R)-7-[5-(tert-butylcarbamoyl)-1,2,4-oxadiazol-3-yl]-4-oxo-5-[[4-(trifluoromethoxy)phenyl]methyl]-2,3-dihydro-1,5-benzothiazepin-3-yl]carbamate C(C)(C)(C)NC(=O)C1=NC(=NO1)C=1C=CC2=C(N(C([C@H](CS2)NC(OC(C)(C)C)=O)=O)CC2=CC=C(C=C2)OC(F)(F)F)C1